tetrahydro-1H-[1,2,3]triazolo[4,5-c]pyridine hydrochloride Cl.N1NNC2CN=CC=C21